(2S,4S)-N2-(3-chloro-4-fluorophenyl)-N2-methyl-1-[6-methyl-4-(trifluoromethyl)pyridin-2-yl]-N4-[1-(trityl)-1H-imidazol-4-yl]Pyrrolidine-2,4-dicarboxamide ClC=1C=C(C=CC1F)N(C(=O)[C@H]1N(C[C@H](C1)C(=O)NC=1N=CN(C1)C(C1=CC=CC=C1)(C1=CC=CC=C1)C1=CC=CC=C1)C1=NC(=CC(=C1)C(F)(F)F)C)C